N1C(C(CCC1=O)NC(=O)C1CCC1)=O N-(2,6-piperidinedione-3-yl)cyclobutane-1-carboxamide